6-oxo-1,6-dihydropyridazine-4-carboxylic acid O=C1C=C(C=NN1)C(=O)O